(2S,5R)-5-(3-fluorophenyl)-1-(2'-methoxy-[1,1'-biphenyl]-4-carbonyl)pyrrolidine-2-carboxylic acid FC=1C=C(C=CC1)[C@H]1CC[C@H](N1C(=O)C1=CC=C(C=C1)C1=C(C=CC=C1)OC)C(=O)O